CN(C1=CC=C(C=C1)NN1CC2=CC=NC=C2C=2C1=C1N(N2)C=CN=C1)C N1,N1-dimethyl-N4-(pyrazino[1',2':1,5]pyrazolo[4,3-c][2,6]naphthyridin-6-yl)benzene-1,4-diamine